(E)-2-(2-chloropent-3-en-1-yl)cyclopentan-1-one-13C ClC(CC1[13C](CCC1)=O)\C=C\C